8-((4-cyclopropyl-2-fluorophenyl)amino)-2-(2-hydroxyethoxy)-5,7-dimethyl-3,4-dihydro-2,7-naphthyridine-1,6(2H,7H)-dione C1(CC1)C1=CC(=C(C=C1)NC=1N(C(C(=C2CCN(C(C12)=O)OCCO)C)=O)C)F